ClC=1N=C(C2=C(N1)C=CO2)OCC2CCN(CC2)C2=NC=CC(=C2)C(F)(F)F 2-chloro-4-((1-(4-(trifluoromethyl)pyridin-2-yl)piperidin-4-yl)methoxy)furo[3,2-d]pyrimidine